FC(N1C=NC=C1CNC=1C=C(C(=O)OC)C=CC1[N+](=O)[O-])F methyl 3-(((1-(difluoromethyl)-1H-imidazol-5-yl)methyl)amino)-4-nitrobenzoate